NC=1C(=C(OCC#CCC2CN(CC2)C(=O)OC(C)(C)C)C=C(C1)C(N)=O)NC\C=C\CNC1=C(C=C(C=C1OC)C(=O)OC)N tert-butyl (E)-3-(4-(3-amino-2-((4-((2-amino-6-methoxy-4-(methoxycarbonyl)phenyl)amino)but-2-en-1-yl)amino)-5-carbamoylphenoxy)but-2-yn-1-yl)pyrrolidine-1-carboxylate